(rac)-6-(4-fluorophenyl)-N-(1-(5-methyl-1,3,4-thiadiazol-2-yl)ethyl)-8-(morpholinylsulfonyl)quinazolin-4-amine FC1=CC=C(C=C1)C=1C=C2C(=NC=NC2=C(C1)S(=O)(=O)N1CCOCC1)N[C@H](C)C=1SC(=NN1)C |r|